4,4'-(10-(2-morpholinoethyl)-10H-phenoxazine-2,8-diyl)-bis-(2,6-difluorophenol) O1CCN(CC1)CCN1C2=CC(=CC=C2OC=2C=CC(=CC12)C1=CC(=C(C(=C1)F)O)F)C1=CC(=C(C(=C1)F)O)F